(4-sec-butylcyclohexyl) fumarate C(\C=C\C(=O)[O-])(=O)OC1CCC(CC1)C(C)CC